CN1N=C(C(=C1)NC(=O)O[C@H](C)C1=CC=CC=C1)C 2,5-dimethyl-4-((R)-1-phenylethoxycarbonyl-amino)pyrazol